((1R,3S)-3-aminocyclopentyl)(methyl)carbamic acid tert-butyl ester C(C)(C)(C)OC(N(C)[C@H]1C[C@H](CC1)N)=O